(2S,4R)-1-((S)-2-amino-3,3-dimethylbutyryl)-4-hydroxypyrrolidine-2-carboxylate hydrochloride Cl.N[C@H](C(=O)N1[C@@H](C[C@H](C1)O)C(=O)O)C(C)(C)C